C(=C)OC(C=C)=O acrylic vinyl ester